1,3-bis(maleimidomethyl)cyclohexane C1(C=CC(N1CC1CC(CCC1)CN1C(C=CC1=O)=O)=O)=O